[Br-].FC1=CC=C2C(OC(C2=C1)[P+](C1=CC=CC=C1)(C1=CC=CC=C1)C1=CC=CC=C1)=O (6-Fluoro-3-oxo-1,3-dihydroisobenzofuran-1-yl)triphenylphosphonium bromide